5-[5-fluoro-2-[4-[(3S)-3-(5-fluoropyridin-3-yl)-1,2-oxazolidine-2-carbonyl]piperidin-1-yl]pyrimidin-4-yl]-5-azaspiro[2.4]heptan-4-one FC=1C(=NC(=NC1)N1CCC(CC1)C(=O)N1OCC[C@H]1C=1C=NC=C(C1)F)N1C(C2(CC2)CC1)=O